C(#N)C1CN(C1)S(=O)(=O)N1C[C@H](CCC1)C(=O)N1[C@H](CCC1)C(=O)NCC1=C(C(=CC=C1)F)F 1-(((3S)-1-((3-cyano-1-azetidinyl)sulfonyl)-3-piperidinyl)carbonyl)-N-(2,3-difluorobenzyl)-D-prolinamide